C1(CCCC1)COC1=C(C=C(C=C1)NC1=C(C=2N=C(C=NC2C=C1)N1CCOCC1)C#N)OC 6-(4-(cyclopentylmethoxy)-3-methoxyphenylamino)-3-morpholinoquinoxaline-5-carbonitrile